trans-2-(4-chlorophenoxy)-N-(4-((2-(4-chlorophenyl)acetamido)methyl)cyclohexyl)acetamide ClC1=CC=C(OCC(=O)N[C@@H]2CC[C@H](CC2)CNC(CC2=CC=C(C=C2)Cl)=O)C=C1